[Na+].[Na+].[Na+].CNCC(=O)[O-].CNCC(=O)[O-].CNCC(=O)[O-] methylglycine-trisodium salt